1-(tert.-butoxycarbonyl)-1,2,3,6-tetrahydro-4-(4,4,5,5-tetramethyl-1,3,2-dioxaborolan-2-yl)pyridine C(C)(C)(C)OC(=O)N1CCC(=CC1)B1OC(C(O1)(C)C)(C)C